[Cl-].COC=1C=C2C(NN=C(C2=CC1)C1=CC=C(C=C1)C[NH3+])=O (4-(6-methoxy-4-oxo-3,4-dihydro-phthalazin-1-yl)phenyl)methyl-ammonium chloride